3-(Trimethoxysilyl)propyl methacrylat C(C(=C)C)(=O)OCCC[Si](OC)(OC)OC